[8-(5-acetyl-1-tetrahydropyran-4-yl-6,7-dihydro-4H-pyrazolo[4,3-c]pyridin-3-yl)-3-isoquinolyl]trifluoromethanesulfonate C(C)(=O)N1CC2=C(CC1)N(N=C2C=2C=CC=C1C=C(N=CC21)OS(=O)(=O)C(F)(F)F)C2CCOCC2